N-(2-(1-methylpyrrolidin-2-yl)ethyl)-6-(octyloxy)hexane-1-amine CN1C(CCC1)CCNCCCCCCOCCCCCCCC